C12OCC(C1)(C2)COC2=NC1=C(C(=C(C=C1C(=N2)N2[C@@H]1C(C[C@H]2CC1)N(C(OCC1=CC=CC=C1)=O)CCOC)C(F)(F)F)Br)F benzyl ((1S,4R)-7-(2-((2-oxabicyclo[2.1.1]hexan-4-yl)methoxy)-7-bromo-8-fluoro-6-(trifluoromethyl)quinazolin-4-yl)-7-azabicyclo[2.2.1]heptan-2-yl)(2-methoxyethyl)carbamate